[Cl-].C(C)O[Ti+2]OCC.[Cl-] diethoxytitanium chloride